(Z)-(3-cyclohexyl-4-methylthiazol-2(3H)-ylidene)carbamic acid ethyl ester C(C)OC(\N=C\1/SC=C(N1C1CCCCC1)C)=O